N-ethyl-2-phenyl-7-((tetrahydro-2H-pyran-4-yl)amino)-1H-indole-5-sulfonamide C(C)NS(=O)(=O)C=1C=C2C=C(NC2=C(C1)NC1CCOCC1)C1=CC=CC=C1